(1'r,2'r)-5'-methyl-4-pentyl-2'-(prop-1-en-2-yl)-6-((triethylsilyl) oxy)-1',2',3',4'-tetrahydro-[1,1'-biphenyl]-2-yl [1,4'-bipiperidine]-1'-carboxylate N1(CCCCC1)C1CCN(CC1)C(=O)OC1=C(C(=CC(=C1)CCCCC)O[Si](CC)(CC)CC)[C@H]1[C@@H](CCC(=C1)C)C(=C)C